3-(4-aminobutyl-amino)propionic acid NCCCCNCCC(=O)O